Butyl-methylimidazole C(CCC)C=1N=C(NC1)C